C/C/1=C/CC(/C=C\CC2(C(S2)CC1)C)(C)C 1,2-Epithiohumulene